C1(=CC=CC=C1)C1=C(C=CC=C1)O o-Phenylphenol